4-iodo-N-(4-phenoxyphenyl)benzenesulfonamide IC1=CC=C(C=C1)S(=O)(=O)NC1=CC=C(C=C1)OC1=CC=CC=C1